NC1=C2N=CN(C2=NC(=N1)Cl)[C@H]1[C@@H]([C@@H]([C@H](O1)CO[C@@](C(=O)O)(CC1=CC=C(C=C1)C1=C(C=CC=C1)NS(=O)(=O)C)C=1N=CSC1)O)O (S)-2-(((2R,3S,4R,5R)-5-(6-amino-2-chloro-9H-purin-9-yl)-3,4-dihydroxytetrahydrofuran-2-yl)methoxy)-3-(2'-(methylsulfonamido)-[1,1'-biphenyl]-4-yl)-2-(thiazol-4-yl)propanoic acid